C(CCCCCCCCCCC)N(CCCCCCCCCCCC)CCCCCCCCCCCC N,N-didodecyl-1-dodecylamine